CC=1CP(CC1)(C1=CC=CC=C1)=O 2,5-dihydro-3-methyl-1-phenylphosphol-1-oxide